(S)-2-(1-Methyl-4-oxo-1,4-dihydro-5H-imidazo[4,5-d]pyridazin-5-yl)-N-(1-(4-(trifluoromethyl)-phenyl)ethyl)acetamid CN1C=NC2=C1C=NN(C2=O)CC(=O)N[C@@H](C)C2=CC=C(C=C2)C(F)(F)F